Benzyldi(2-hydroxyethyl)octadecyl-ammonium chloride [Cl-].C(C1=CC=CC=C1)[N+](CCCCCCCCCCCCCCCCCC)(CCO)CCO